N1=CN=C(C2=C1NC=C2)C=2C1=C(N=CN2)CN(C1)C(C=C)=O 1-(4-(7H-pyrrolo[2,3-d]pyrimidin-4-yl)-5,7-dihydro-6H-pyrrolo[3,4-d]pyrimidin-6-yl)prop-2-en-1-one